ClC1=C(C=CC=C1C1=C(C(=NC=C1)Cl)Cl)NC(=O)C=1N(C2=C(CN(CC2)C[C@H]2NC(CC2)=O)N1)C (S)-N-(2-Chloro-3-(2,3-dichloropyridin-4-yl)phenyl)-1-methyl-5-((5-oxopyrrolidin-2-yl)methyl)-4,5,6,7-tetrahydro-1H-imidazo[4,5-c]pyridine-2-carboxamide